C(OCCOOC(C)(C)CCC)([O-])=O t-hexylperoxyethyl monocarbonate